N1(CCNCC1)C(=O)OC1=NC=CC=C1 (pyridin-2-yl) piperazine-1-carboxylate